(cyclobutylaminothiocarbonyl)-2-(2-fluorophenyl)-2-(4-(trifluoromethyl)pyridin-2-yl)acetamide C1(CCC1)NC(=S)C(C(=O)N)(C1=NC=CC(=C1)C(F)(F)F)C1=C(C=CC=C1)F